(4-hydroxyphenyl)(2-(3-(pyrrolidin-1-yl)propyl)benzofuran-3-yl)methanone OC1=CC=C(C=C1)C(=O)C1=C(OC2=C1C=CC=C2)CCCN2CCCC2